Cis-2,6-dimethylmorpholin C[C@@H]1CNC[C@@H](O1)C